prop-2-enyl 3-cyclohexylpropanoate (allyl cyclohexyl propionate) C(C=C)C(C(=O)O)(C)C1CCCCC1.C1(CCCCC1)CCC(=O)OCC=C